2-(6-(4-(4-((2-(2,6-dioxopiperidin-3-yl)-7-fluoro-1,3-dioxoisoindolin-5-yl)methyl)piperazin-1-yl)phenyl)-1-oxoisoindolin-2-yl)-2-(5-fluoro-2-hydroxyphenyl)-N-(thiazol-2-yl)acetamide O=C1NC(CCC1N1C(C2=C(C=C(C=C2C1=O)CN1CCN(CC1)C1=CC=C(C=C1)C1=CC=C2CN(C(C2=C1)=O)C(C(=O)NC=1SC=CN1)C1=C(C=CC(=C1)F)O)F)=O)=O